C[C@@H]1COCC2=C(S1(=O)=O)C=C(C=C2)C(=O)O (R)-2-methyl-3,5-dihydro-2H-benzo[e][1,4]Oxathiepine-8-carboxylic acid 1,1-dioxide